C(C1=CC=CC=C1)[N+]1=CC2=NC(=C(N=C2C=C1)SC)N1CCN(CC1)C(=O)O 4-(6-benzyl-2-methylsulfanyl-pyrido[3,4-b]pyrazin-6-ium-3-yl)piperazine-1-carboxylic acid